C(C1=CC=CC=C1)OC1=CC=C(C=N1)C1=CC=C(C(=O)N2[C@@H](CC[C@@H]2C2=C(C=CC=C2)Cl)C(=O)O)C=C1 (2S,5R)-1-(4-(6-(benzyloxy)pyridin-3-yl)benzoyl)-5-(2-chlorophenyl)pyrrolidine-2-carboxylic acid